8-(2-chloro-3-fluoropyridin-4-yl)naphthalen-1-ol ClC1=NC=CC(=C1F)C=1C=CC=C2C=CC=C(C12)O